CC1=C(C=CC=C1)C1=NN2C(NC=3C=CC=CC3C2=N1)=O 2-(2-Methylphenyl)[1,2,4]triazolo[1,5-c]quinazolin-5(6H)-one